NC1=NC=2N(C(=C1)NC=1C=C(C=CC1)NC(C=C)=O)N=CC2 N-(3-((5-Aminopyrazolo[1,5-a]pyrimidin-7-yl)amino)phenyl)acrylamide